BrCC1=NSC(=N1)C=1C=C2C(=C(N(C2=CC1)CC(F)(F)F)C=1C(=NC=CC1)C(C)OC)CC(CO[Si](C1=CC=CC=C1)(C1=CC=CC=C1)C(C)(C)C)(C)C 3-(bromomethyl)-5-(3-(3-((tert-butyldiphenylsilyl)oxy)-2,2-dimethylpropyl)-2-(2-(1-methoxyethyl)pyridin-3-yl)-1-(2,2,2-trifluoroethyl)-1H-indol-5-yl)-1,2,4-thiadiazole